(7-methyl-7H-pyrrolo[2,3-d]pyrimidin-4-yl)methanone methyl-2-chloro-5-fluoro-3-(1-trityl-1,2,4-triazol-3-yl)benzoate COC(C1=C(C(=CC(=C1)F)C1=NN(C=N1)C(C1=CC=CC=C1)(C1=CC=CC=C1)C1=CC=CC=C1)Cl)=O.CN1C=CC2=C1N=CN=C2C=O